COC1=C(C2=C(C(CO2)(C)C)C=C1)S(=O)(=O)NC(=O)C1=NC2=CC=CC(=C2C=C1)N1N=CC=C1 N-((6-methoxy-3,3-dimethyl-2,3-dihydrobenzofuran-7-yl)sulfonyl)-5-(1H-pyrazol-1-yl)quinoline-2-carboxamide